C(OC1=CC=CC=C1)(OC)=O phenyl methyl carbonate